1-{[1-(2-{1-[(5-bromo-2-nitropyridin-3-yl)oxy]ethyl}-4-fluorophenyl)-1H-pyrazol-5-yl]methyl}-1H-imidazole-4-carbonitrile BrC=1C=C(C(=NC1)[N+](=O)[O-])OC(C)C1=C(C=CC(=C1)F)N1N=CC=C1CN1C=NC(=C1)C#N